butyl 3-(7-chloro-8-fluoro-2-((3-oxohexahydro-1H-pyrrolizin-7a-yl)methoxy)pyrido[4,3-d]pyrimidin-4-yl)-3,8-diazabicyclo[3.2.1]octane-8-carboxylate ClC1=C(C=2N=C(N=C(C2C=N1)N1CC2CCC(C1)N2C(=O)OCCCC)OCC21CCCN1C(CC2)=O)F